5-(3,5-dimethoxy-4-(piperazin-1-ylmethyl)phenyl)-1,3,4-trimethylpyridin-2(1H)-one COC=1C=C(C=C(C1CN1CCNCC1)OC)C=1C(=C(C(N(C1)C)=O)C)C